CS(=O)(=O)CCN(C1CCNCC1)C N-(2-methanesulfonylethyl)-N-methylpiperidin-4-amine